FC1=CC(=CC2=CN(N=C12)C)C=1OC2=C(C=C(C=C2C(C1)=O)C)C(C)NC1=C(C(=O)OC(C)(C)C)C=CC=C1 tert-Butyl 2-[1-[2-(7-fluoro-2-methyl-indazol-5-yl)-6-methyl-4-oxo-chromen-8-yl]ethylamino]benzoate